BrC1=CC=C(C=C1)[C@H]1C(NCCC1)=O (S)-3-(4-bromophenyl)-piperidin-2-one